Methyl pentane-1-carboxylate trifluoroacetate FC(C(=O)O)(F)F.C(CCCC)C(=O)OC